[Br-].C(CCC)[P+](CCCCCCCC)(CCCC)CCCC tributyl-(octyl)phosphonium bromide